C1(=CC=CC=C1)C1OCC(O1)C(=O)OC methyl 2-phenyl-1,3-dioxolan-4-carboxylate